3-fluoro-4-(4-(4-(4-(hydroxymethyl)piperidin-1-yl)phenyl)piperidin-1-yl)-2-(trifluoromethyl)benzonitrile FC=1C(=C(C#N)C=CC1N1CCC(CC1)C1=CC=C(C=C1)N1CCC(CC1)CO)C(F)(F)F